methyl 6-cyano-4-(isopropylamino)-9H-pyrido[2,3-b]indole-3-carboxylate C(#N)C=1C=C2C3=C(NC2=CC1)N=CC(=C3NC(C)C)C(=O)OC